C(O)(Cl)=S Carbonochloridothioic acid